C(C)OC=1C=C(C=NC1)C#CC1=C(C(=O)N2CCNCC2)C=CC=C1 4-[2-[2-(5-ethoxypyridin-3-yl)ethynyl]benzoyl]piperazin